ClC1=C(C=C(C#N)C=C1)N1N=CC(=C1)C=1C2=C(N=CN1)NC=C2 4-chloro-3-[4-(7H-pyrrolo[2,3-d]-pyrimidin-4-yl)-1H-pyrazol-1-yl]-benzonitrile